tert-butyl 1-oxo-2-azaspiro[4.4]nonane-2-carboxylate O=C1N(CCC12CCCC2)C(=O)OC(C)(C)C